C(C)NS(=O)(=O)C1=C(C=C(C=C1)NC(C(CC1=CC=CC=C1)NC(C1=CC=C(C=C1)F)=O)=O)O N-(1-(4-(N-ethylsulfamoyl)-3-hydroxyphenylamino)-1-oxo-3-phenylpropan-2-yl)-4-fluorobenzamide